BrC=1C=C(C=NC(C(=O)OC)C(C)C)C=C(C1)O methyl 2-(3-bromo-5-hydroxybenzylidene-amino)-3-methylbutanoate